ClC1=CC=C(N=N1)C=1CCN(CC1)C(=O)OC(C)(C)C tert-butyl 4-(6-chloropyridazin-3-yl)-3,6-dihydro-2H-pyridine-1-carboxylate